tert-butyl L-alanyl-N-methyl-L-alanyl-L-asparaginate N[C@@H](C)C(=O)N([C@@H](C)C(=O)N[C@@H](CC(N)=O)C(=O)OC(C)(C)C)C